OCCC[C@H](C)NC(OC(C)(C)C)=O (S)-tert-butyl (5-hydroxypentan-2-yl)carbamate